NCNCC[Si](OCC)(OCC)OCC N-(1-aminomethyl)-2-aminoethyltriethoxysilane